C(#N)[C@H](C[C@H]1C(NCCC1)=O)NC([C@H](CC(C)C)N1C(=CC2=C(C=CC=C12)OC)C(=O)N)=O ((S)-1-(((S)-1-cyano-2-((S)-2-oxopiperidin-3-yl)ethyl)amino)-4-methyl-1-oxopentan-2-yl)-4-methoxy-1H-indole-2-carboxamide